2-(4-((2-acetamidothiazol-5-yl)methyl)piperazin-1-yl)-N-(5-methylpyridin-2-yl)acetamide C(C)(=O)NC=1SC(=CN1)CN1CCN(CC1)CC(=O)NC1=NC=C(C=C1)C